tert-butyl 6-(1H-benzo[d]imidazol-5-yl)-3-methyl-3,4-dihydropyridine-1(2H)-carboxylate N1C=NC2=C1C=CC(=C2)C2=CCC(CN2C(=O)OC(C)(C)C)C